C(C)(C)(C)OC(=O)N1CCC(CC1)C1=CC=C2C(=NN(C2=C1)C)N1C(NC(CC1)=O)=O 4-[3-(2,4-dioxotetrahydropyrimidin-1(2H)-yl)-1-methyl-1H-indazol-6-yl]piperidine-1-carboxylic acid tert-butyl ester